[C@@H]12OC[C@@H](N(C1)C1=NC(=NC(=C1)NC=1SC(=CN1)C=1OC(=NN1)C1=CC=CC=C1)NC1CCC(CC1)O)C2 (1S,4R)-4-((4-((1S,4S)-2-oxa-5-azabicyclo[2.2.1]heptan-5-yl)-6-((5-(5-phenyl-1,3,4-oxadiazol-2-yl)thiazol-2-yl)amino)pyrimidin-2-yl)amino)cyclohexan-1-ol